C(C)(C)(C)OC(=O)N[C@H](C(=O)OCC#N)CC1=CC2=C(N=C(O2)C#N)C=C1 Cyanomethyl (S)-2-((tert-butoxy-carbonyl)amino)-3-(2-cyanobenzo[d]oxazol-6-yl)propanoate